NCCC1=CC=C(CN2C3=NC(=NC(=C3N=C2)N)OCCCC)C=C1 9-(4-(2-Aminoethyl)benzyl)-2-butoxy-9H-purin-6-amine